(E)-methyl 2-((3,5-bis(trifluoromethyl) benzylidene) amino)-2-isopropylbut-3-enoate FC(C=1C=C(\C=N\C(C(=O)OC)(C=C)C(C)C)C=C(C1)C(F)(F)F)(F)F